sodium tetralone C1(CCCC2=CC=CC=C12)=O.[Na]